tert-butyl 7,8-dihydro-5H-1,6-naphthyridine-6-carboxylate N1=CC=CC=2CN(CCC12)C(=O)OC(C)(C)C